NC=1N=CC2=C(N1)N(C=C2)C=2C=CC(=C(C2)C#CC(C)(O)C=2SC=CN2)NC 4-(5-(2-amino-7H-pyrrolo[2,3-d]pyrimidin-7-yl)-2-(methylamino)phenyl)-2-(thiazol-2-yl)but-3-yn-2-ol